N1=CC=C2C1=CN(C=C2)C(=O)[O-] 6H-pyrrolo[2,3-c]pyridine-6-carboxylate